N1-(prop-2-yn-1-yl)-N1,N2,N2-tris(pyridin-2-ylmethyl)ethane-1,2-diamine C(C#C)N(CCN(CC1=NC=CC=C1)CC1=NC=CC=C1)CC1=NC=CC=C1